4-(2,4-dioxopyrrolidin-3-ylidene)-N'-(4-fluorophenyl)-4-(phenylamino)butyryl-hydrazine O=C1NCC(C1=C(CCC(=O)NNC1=CC=C(C=C1)F)NC1=CC=CC=C1)=O